2,2-bis(3-amino-4-hydroxy-5-trifluoromethylphenyl)hexafluoropropane NC=1C=C(C=C(C1O)C(F)(F)F)C(C(F)(F)F)(C(F)(F)F)C1=CC(=C(C(=C1)C(F)(F)F)O)N